BrC=1C=CC(=C(C1)CCC(=O)O)F 3-(5-bromo-2-fluorophenyl)propionic acid